(3-phenyl-1H-inden-1-ylidene)(4,5-dichloro-1,3-diethyl-1,3-dihydro-2H-imidazol-2-ylidene)ruthenium (II) dichloride C1(=CC=CC=C1)C1=CC(C2=CC=CC=C12)=[Ru-4](=C1N(C(=C(N1CC)Cl)Cl)CC)(Cl)Cl